ClC1=CC(NC(N1CCCN1C=NC=C1C)=O)=O 6-chloro-1-(3-(5-methyl-1H-imidazol-1-yl)propyl)pyrimidine-2,4(1H,3H)-dione